C(C(C(C(C(C(C(C([2H])([2H])[2H])([2H])[2H])([2H])[2H])([2H])[2H])([2H])[2H])([2H])[2H])([2H])[2H])(C1=NOC(=N1)CC(C(=O)OC(C)(C)C)=C)([2H])[2H] tert-butyl 2-((3-(octyl-d17)-1,2,4-oxadiazol-5-yl)methyl)acrylate